C(C)(C)(C)OC([C@@H](N)CCCCNC(=O)OCC1=CC=CC=C1)=O N6-Cbz-L-lysine tert-butyl ester